3-hydroxy-6-(1-(4-methoxybenzyl)-1H-pyrazol-4-yl)-2-(6-methylpyridin-2-yl)-5,6-dihydro-2H-pyrazolo[3,4-c]pyridin-7(4H)-one OC=1N(N=C2C(N(CCC21)C=2C=NN(C2)CC2=CC=C(C=C2)OC)=O)C2=NC(=CC=C2)C